2-methyl-N-(3-(4-(4-methyl-1H-indazol-5-yl)phenyl)propyl)thiazole-5-carboxamide CC=1SC(=CN1)C(=O)NCCCC1=CC=C(C=C1)C=1C(=C2C=NNC2=CC1)C